tert-butyl 6,6-difluoro-3-({6-[4-(3-fluoropyrazol-1-yl)-1,3-benzothiazol-7-yl] pyridazin-3-yl} oxy)-8-azabicyclo[3.2.1]octane-8-carboxylate FC1(C2CC(CC(C1)N2C(=O)OC(C)(C)C)OC=2N=NC(=CC2)C2=CC=C(C=1N=CSC12)N1N=C(C=C1)F)F